8-chloro-5-[[2-[3-(5-chloro-6-oxo-1H-pyridazin-4-yl)propyl]-2-azaspiro[3.3]heptan-6-yl]oxy]-2H-phthalazin-1-one ClC=1C=CC(=C2C=NNC(C12)=O)OC1CC2(CN(C2)CCCC=2C=NNC(C2Cl)=O)C1